OC1=CC(=C(C=C1)CCC(=O)O)[N+](=O)[O-] 3-(4-hydroxy-2-nitrophenyl)propionic acid